C[C@@H](CO)CCCCC (R)-2-methyl-1-heptanol